ClC1=CC=C(CN2C(=NC=3C2=NC(=CN3)C=3C2=C(C(N(C3)C)=O)NC=C2)C)C=C1 4-(1-(4-chlorobenzyl)-2-methyl-1H-imidazo[4,5-b]pyrazin-6-yl)-6-methyl-1H-pyrrolo[2,3-c]pyridin-7(6H)-one